C1(CCCC1)OC1=CC(=CC2=C1C1CC3=C(CN1CC2)C(=C(C=C3)OC)OC)OC cyclopentyloxy-3,9,10-trimethoxy-6,8,13,13a-tetrahydro-5H-dibenzo[a,g]quinolizine